BrC1=CC2=C(N(C(N2C)=O)C(C#N)C)C=C1 2-(5-bromo-3-methyl-2-oxo-benzimidazol-1-yl)propanenitrile